2-methoxy-4-(1-methyl-4-(trifluoromethyl)-1H-imidazol-2-yl)benzonitrile COC1=C(C#N)C=CC(=C1)C=1N(C=C(N1)C(F)(F)F)C